C(#N)C1=CC=C(C=C1)[C@@H]1CN(CC[C@H]1CC1=C2C=CN(C2=C(C=C1C)C)C(=O)OC(C)(C)C)CC(F)(F)F tert-butyl 4-(((3R,4R)-3-(4-cyanophenyl)-1-(2,2,2-trifluoroethyl) piperidin-4-yl) methyl)-5,7-dimethyl-1H-indole-1-carboxylate